4-cyano-N-(3,5-dimethoxybenzyl)benzenethioamide tert-butyl-(2-oxo-2-(prop-2-yn-1-ylamino)ethyl)carbamate C(C)(C)(C)N(C(O)=O)CC(NCC#C)=O.C(#N)C1=CC=C(C=C1)C(NCC1=CC(=CC(=C1)OC)OC)=S